C(C1=CC=CC=C1)N1C[C@@H]([C@H](CC1)C(=O)N1CCC(CC1)(O)CN1C=NC2=C(C1=O)C=CN2CC)C2=CC=CC=C2 3-[(1-{[(3S,4S)-1-benzyl-3-phenylpiperidin-4-yl]carbonyl}-4-hydroxypiperidin-4-yl)methyl]-7-ethyl-3,7-dihydro-4H-pyrrolo[2,3-d]pyrimidin-4-one